N-(2-(4-(2-(3,4-dimethoxyphenyl)-3-isopropyl-1H-indol-5-yl)piperidin-1-yl)ethyl)hept-6-ynylamide COC=1C=C(C=CC1OC)C=1NC2=CC=C(C=C2C1C(C)C)C1CCN(CC1)CC[N-]CCCCCC#C